(5s,7s)-7-fluoro-5-(2-fluorophenyl)-2-[(1s,2s)-2-fluorocyclopropyl]sulfonyl-6,7-dihydro-5H-pyrrolo[1,2-b][1,2,4]triazole F[C@H]1C[C@H](N2N=C(N=C21)S(=O)(=O)[C@@H]2[C@H](C2)F)C2=C(C=CC=C2)F